N-(3-thiomorpholinopropyl)pyrazine-2-carboxamide S1CCN(CC1)CCCNC(=O)C1=NC=CN=C1